[Br-].C(C)[NH+](CC)CC Triethylammonium Bromid